O(C1=CC=CC=C1)C1=C(C=CC=C1)SC=1C(=CC=CC1)C (2-tolyl) (2-phenoxyphenyl) sulfide